CC=1C=C2C=C(C(OC2=CC1)=O)C=1N=C(SC1)NN=CC1=NC=CC=C1 6-methyl-3-(2-(2-(pyridin-2-ylmethylene)hydrazino)thiazol-4-yl)-2H-chromen-2-one